ONC(C1=CC=C(C=C1)CN(S(=O)(=O)C=1C=C2C=CC=NC2=CC1)CC=1C=NC=CC1)=O N-hydroxy-4-((N-(pyridin-3-ylmethyl)quinoline-6-sulfonamido)methyl)benzamide